(S)-2-(2,4-dioxo-3,4-dihydropyrimidin-1(2H)-yl)propanoic acid O=C1N(C=CC(N1)=O)[C@H](C(=O)O)C